IC1=C(C=C(C=C1)Br)[N+](=O)[O-] 1-iodo-4-bromo-2-nitrobenzene